BrC1=CC=C(CN2CCC(CC2)(CCC2=CC=CC=C2)COCC)C=C1 1-(4-bromobenzyl)-4-(ethoxymethyl)-4-phenethylpiperidine